trans-2-(4-(4-(4-Chlorophenyl)-5-methyl-4H-1,2,4-triazol-3-yl)cyclohexyloxy)pyridine ClC1=CC=C(C=C1)N1C(=NN=C1C)[C@@H]1CC[C@H](CC1)OC1=NC=CC=C1